6-methyl-3,6-dihydro-2H-1,3,4-oxadiazin-2-one CC1C=NNC(O1)=O